ClC1=CC=C(C=C1)C=1C=C(C(N(N1)C1=CC(=CC=C1)F)=O)C(=O)N[C@@H](CO)CC1=CC=CC=C1 (+)-6-(4-chlorophenyl)-2-(3-fluorophenyl)-N-[(2R)-1-hydroxy-3-phenylpropan-2-yl]-3-oxo-2,3-dihydropyridazine-4-carboxamide